(S)-N-Methyl-1-(tetrahydrofuran-3-yl)methanamine CNC[C@H]1COCC1